(R)-6-(difluoromethyl)-5-fluoro-N-(8-fluoro-6-oxo-1,4,5,6-tetrahydro-2H-pyrano[3,4-c]isoquinolin-1-yl)-N-methyl-1H-indole-2-carboxamide FC(C1=C(C=C2C=C(NC2=C1)C(=O)N(C)[C@H]1COCC=2NC(C=3C=C(C=CC3C21)F)=O)F)F